C(C)(C)(C)CC(=O)OO.C(C)(=O)OOC(C)(C)C t-butyl peracetate (tert-butyl peracetate)